FC(C1=CC=C(C=C1)[Ga])(F)F [4-(trifluoromethyl)phenyl]gallium